ClC1=CC(=C2C(=C3N(C2=C1Cl)CCCC3NC(C)=O)C=3C=NN(C3)C3OCCCC3)OCC#N N-[3,4-Dichloro-1-(cyanomethoxy)-10-(1-tetrahydropyran-2-ylpyrazol-4-yl)-6,7,8,9-tetrahydropyrido[1,2-a]indol-9-yl]acetamide